2-(3,4-dichlorophenyl)-1-ethyl-4-oxo-6-[[3-(propanoylamino)pyrazol-1-yl]methyl]pyridine-3-carboxylic acid ClC=1C=C(C=CC1Cl)C=1N(C(=CC(C1C(=O)O)=O)CN1N=C(C=C1)NC(CC)=O)CC